1-(3-(7-chloro-3-(4-(trifluoro-methyl)phenyl)-1H-indazol-1-yl)-pyrrolidin-1-yl)prop-2-en-1-one ClC=1C=CC=C2C(=NN(C12)C1CN(CC1)C(C=C)=O)C1=CC=C(C=C1)C(F)(F)F